Tert-butyl 4-(2-[8-fluoro-2-methylimidazo[1,2-a]pyridin-6-yl]thieno[2,3-d][1,3]thiazol-5-yl)piperidine-1-carboxylate FC=1C=2N(C=C(C1)C=1SC3=C(N1)SC(=C3)C3CCN(CC3)C(=O)OC(C)(C)C)C=C(N2)C